2-(5-((4-amino-6-chloro-1H-pyrazolo[3,4-d]pyrimidin-1-yl)methyl)-2-bromo-phenethyl)-6-(hydroxymethyl)pyridazin-3(2H)-one NC1=C2C(=NC(=N1)Cl)N(N=C2)CC=2C=CC(=C(CCN1N=C(C=CC1=O)CO)C2)Br